4,4-bis(4-(trifluoromethyl)phenylethoxy)butanoic acid FC(C1=CC=C(C=C1)CCOC(CCC(=O)O)OCCC1=CC=C(C=C1)C(F)(F)F)(F)F